2,2'-Dinitro-4,4'-dimethyl-1,1'-biphenyl [N+](=O)([O-])C1=C(C=CC(=C1)C)C1=C(C=C(C=C1)C)[N+](=O)[O-]